C[N+]1(CCCCC1)C 1,1-dimethyl-piperidinium